6-bromo-4-chloro-1H-indazole BrC1=CC(=C2C=NNC2=C1)Cl